3-[4-Chloro-5-methyl-3-(trifluoromethyl)pyrazol-1-yl]-N-[4-(hydroxymethyl)-1,3-benzodioxol-5-yl]benzamide ClC=1C(=NN(C1C)C=1C=C(C(=O)NC2=C(C3=C(OCO3)C=C2)CO)C=CC1)C(F)(F)F